p-divinyl-pyridine C(=C)N1CC=C(C=C1)C=C